BrC=1C(=C(C(=NC1)C)C)OC 5-Bromo-4-methoxy-2,3-dimethyl-pyridine